2-(difluoromethyl)-5-(4-((4-(2-fluoro-5-(piperazin-1-yl)phenyl)-1H-1,2,3-triazol-1-yl)methyl)phenyl)-1,3,4-oxadiazole FC(C=1OC(=NN1)C1=CC=C(C=C1)CN1N=NC(=C1)C1=C(C=CC(=C1)N1CCNCC1)F)F